copper para-toluenesulfonate CC1=CC=C(C=C1)S(=O)(=O)[O-].[Cu+2].CC1=CC=C(C=C1)S(=O)(=O)[O-]